tert-butyl 6-chloro-2-(2-(trifluoromethyl) phenyl)-1H-pyrrolo[2,3-b]pyridine-1-carboxylate ClC1=CC=C2C(=N1)N(C(=C2)C2=C(C=CC=C2)C(F)(F)F)C(=O)OC(C)(C)C